3-(5-(((1S,2S)-2-(4-methoxy-4-methylpiperidin-1-yl)cycloheptyl)oxy)-1-oxoisoindolin-2-yl)piperidine-2,6-dione COC1(CCN(CC1)[C@@H]1[C@H](CCCCC1)OC=1C=C2CN(C(C2=CC1)=O)C1C(NC(CC1)=O)=O)C